(S)-1-(4-((3-amino-5-(1-amino-1,3-dihydrospiro[indene-2,4-piperidin]-1'-yl)pyrazin-2-yl)thio)-3,3-difluoroindolin-1-yl)ethan-1-one NC=1C(=NC=C(N1)N1CCC2(CC1)[C@@H](C1=CC=CC=C1C2)N)SC2=C1C(CN(C1=CC=C2)C(C)=O)(F)F